N1C(=NC2=C1C=CC=C2)C2=NC1=C3N=C(C=CC3=CC=C1C=C2)C2=NC1=C(N2)C=CC=C1 2,9-Bis(1H-benzimidazole-2-yl)-1,10-phenanthroline